OC(=O)C(F)(F)F.N1(N=NC=C1)C[C@@H]1C[C@H](CN1)NC(=O)C=1OC(=NN1)C1=CC(=CC=C1)OC(F)(F)F N-((3R,5S)-5-((1H-1,2,3-triazol-1-yl)methyl)pyrrolidin-3-yl)-5-(3-(trifluoromethoxy)phenyl)-1,3,4-oxadiazole-2-carboxamide TFA salt